CC(C(=O)OC=1C(=NC=CC1OC)C(N[C@H](C(=O)O[C@H]([C@@H](C)C1=C(C=CC=C1C)C)C)C)=O)C [2-[[(1S)-2-[(1S,2S)-2-(2,6-di-methylphenyl)-1-methyl-propoxy]-1-methyl-2-oxo-ethyl]carbamoyl]-4-methoxy-3-pyridyl] 2-methylpropanoate